2-(3-isopropyl-2-(8-methyl-[1,2,4]triazolo[1,5-a]pyridin-6-yl)-1H-indol-5-yl)morpholine-4-carboxylic acid tert-butyl ester C(C)(C)(C)OC(=O)N1CC(OCC1)C=1C=C2C(=C(NC2=CC1)C=1C=C(C=2N(C1)N=CN2)C)C(C)C